5-(2-chlorophenoxy)-3-((2-methoxybenzyl)amino)-4H-benzo[e][1,2,4]thiadiazine 1,1-dioxide ClC1=C(OC2=CC=CC3=C2NC(=NS3(=O)=O)NCC3=C(C=CC=C3)OC)C=CC=C1